benzyl-(R)-1-(1-methoxyethyl)cyclobutane-1-carboxylate C(C1=CC=CC=C1)OC(=O)C1(CCC1)[C@@H](C)OC